tert-butyl 4-(2-methyl-4-(trifluoromethyl)phenyl)piperidine-1-carboxylate CC1=C(C=CC(=C1)C(F)(F)F)C1CCN(CC1)C(=O)OC(C)(C)C